1-cyano-2,3-dimethylbenzene C(#N)C1=C(C(=CC=C1)C)C